isopropyl (3-{2-cyano-1-[4-(7H-pyrrolo[2,3-d]pyrimidin-4-yl)-1H-pyrazol-1-yl]ethyl}phenyl)-carbamate trifluoroacetate FC(C(=O)O)(F)F.C(#N)CC(N1N=CC(=C1)C=1C2=C(N=CN1)NC=C2)C=2C=C(C=CC2)NC(OC(C)C)=O